ClC=1C(=NC(=NC1)NC1=CC(=C(C=C1)F)[N+](=O)[O-])NC=1C=C(C=CC1OC)CC(=O)N (3-((5-chloro-2-((4-fluoro-3-nitrophenyl)amino)pyrimidin-4-yl)amino)-4-methoxyphenyl)acetamide